2-benzyl-3-((4-(N-(tert-butyl)sulfamoyl)phenyl)amino)-3-oxopropanoic acid C(C1=CC=CC=C1)C(C(=O)O)C(=O)NC1=CC=C(C=C1)S(NC(C)(C)C)(=O)=O